1-acetyl-3-(2-chloro-4-(4,4,5,5-tetramethyl-1,3,2-dioxaborolan-2-yl)phenyl)imidazolidin-2-one C(C)(=O)N1C(N(CC1)C1=C(C=C(C=C1)B1OC(C(O1)(C)C)(C)C)Cl)=O